ethyl carbonochloridate C(OCC)(=O)Cl